CN(CC(C=O)(C)C)C 3-dimethylamino-2,2-dimethyl-propionaldehyde